ClC1=C(C=CC(=C1)F)NC1=NC=C(C(=N1)C=1C=C2N(CCN(C2=O)CC2=C(C=CC(=C2)F)CO)C1)C 7-(2-((2-chloro-4-fluorophenyl)amino)-5-methylpyrimidin-4-yl)-2-(5-fluoro-2-(hydroxymethyl)benzyl)-3,4-dihydropyrrolo[1,2-a]pyrazin-1(2H)-one